Benzyl [(1R,3R,4S)-3-methoxy-4-(methylamino)cyclopentyl]carbamate CO[C@@H]1C[C@@H](C[C@@H]1NC)NC(OCC1=CC=CC=C1)=O